1,4-dihydroquinoline-2-carboxylic acid methyl ester COC(=O)C=1NC2=CC=CC=C2CC1